NC=1C=NN2C1C=C(C=C2)CCO 2-(3-aminopyrazolo[1,5-a]pyrid-5-yl)ethanol